OC1=CC=C(C(=O)O)C=C1.NN hydrazine para-hydroxybenzoate